3-(2-amino-1-methyl-1H-benzo[d]imidazol-6-yl)-6-(2-fluoro-5-(trifluoromethoxy)benzyl)-7,8-dihydro-1,6-naphthyridin-5(6H)-one NC1=NC2=C(N1C)C=C(C=C2)C=2C=NC=1CCN(C(C1C2)=O)CC2=C(C=CC(=C2)OC(F)(F)F)F